methyl (Z)-11-oxoundec-9-enoate O=C\C=C/CCCCCCCC(=O)OC